tert-Butyl N-[1-[(7-cyano-2-formyl-2,3-dihydro-1H-inden-5-yl)oxymethyl]cyclopropyl]carbamate C(#N)C=1C=C(C=C2CC(CC12)C=O)OCC1(CC1)NC(OC(C)(C)C)=O